COC(C(S(=O)(=O)F)(F)F)=O 2,2-difluoro-2-(fluorosulfonyl)acetic acid methyl ester